2-((2-(dimethylamino)ethyl)(methyl)amino)-N-(4-(1-(3-(methylsulfonamido)phenyl)-1H-benzo[d]imidazol-6-yl)phenyl)acetamide CN(CCN(CC(=O)NC1=CC=C(C=C1)C=1C=CC2=C(N(C=N2)C2=CC(=CC=C2)NS(=O)(=O)C)C1)C)C